N-(1-methylcyclopropyl)-2-(pyrimidin-4-yl)pyrido[3,4-d]pyrimidin-4-amine CC1(CC1)NC=1C2=C(N=C(N1)C1=NC=NC=C1)C=NC=C2